4-carboxy-4'-(diphenylamino)biphenyl C(=O)(O)C1=CC=C(C=C1)C1=CC=C(C=C1)N(C1=CC=CC=C1)C1=CC=CC=C1